C(CCC)NC1=CC(C(C=C1)=O)=O 4-butylamino-1,2-benzoquinone